FC(S(=O)C=1SC=C2OCCOC21)(F)F 5-((Trifluoromethyl)sulfinyl)-2,3-dihydrothieno[3,4-b][1,4]dioxine